3,7-dimethyl-8-(7-nitro-benzo[1,2,5]oxadiazol-4-ylamino)-octa-2,6-diene CC(=CC)CCC=C(CNC1=CC=C(C=2C1=NON2)[N+](=O)[O-])C